2-(3-(methylamino)-4-nitrophenyl)-3-oxobutanoic acid methyl ester COC(C(C(C)=O)C1=CC(=C(C=C1)[N+](=O)[O-])NC)=O